2-chloro-6-(2,6-dichloro-3,5-dimethoxyphenyl)-8-ethylpyrido[2,3-d]Pyrimidin-7(8H)-one ClC=1N=CC2=C(N1)N(C(C(=C2)C2=C(C(=CC(=C2Cl)OC)OC)Cl)=O)CC